OC1CC2CCC(C1)N2C(=O)C2=CC1=C(C=N2)C(=NN1CC(F)(F)F)NC1=NC=CC=C1 (3-endo-hydroxy-8-azabicyclo[3.2.1]octan-8-yl)-[3-(2-pyridylamino)-1-(2,2,2-trifluoroethyl)pyrazolo[4,3-c]pyridin-6-yl]methanone